3-Amino-4-(7-fluoro-1H-indazol-4-yl)-8-methyl-7-(2,2,2-trifluoroethoxy)-1H-1,5-naphthyridin-2-one NC=1C(NC2=C(C(=CN=C2C1C1=C2C=NNC2=C(C=C1)F)OCC(F)(F)F)C)=O